C1(=CC=C(C=C1)[13C]=1[Se]C(=CC1)C1=CC=C(C=C1)C)C 2,5-di-p-tolylselenophene-13C